2-chloro-6,7-dimethoxy-N-(1,3-oxazol-2-ylmethyl)quinazolin-4-amine ClC1=NC2=CC(=C(C=C2C(=N1)NCC=1OC=CN1)OC)OC